CC(C#N)(C)C=1C=2N(N=C(C1)N1[C@@H](COCC1)C)C(=NC2)C2=CC(=NN2)C (R)-2-methyl-2-(7-(3-methyl-1H-pyrazol-5-yl)-2-(3-methylmorpholino)imidazo[1,5-b]pyridazin-4-yl)propanenitrile